N-(6-Bromo-2-ethyl-7-fluoro-imidazo[1,2-a]pyridin-3-yl)-N-methyl-formamide BrC=1C(=CC=2N(C1)C(=C(N2)CC)N(C=O)C)F